C(C)C1(COC1)COC1=C(C(=C(C(=C1Cl)Cl)Cl)Cl)Cl pentachlorophenyl (3-ethyl-3-oxetanylmethyl) ether